ClC1=CC=C(C=C1)C=1N(C(C2=C(N1)C(=NC=C2)C=2C=NC=CC2)=O)C2CCC(CC2)O (4-chlorophenyl)-3-((1r,4r)-4-hydroxycyclohexyl)-8-(pyridin-3-yl)pyrido[3,4-d]pyrimidin-4(3H)-one